(2S)-2-amino-4-({(2S)-1,4-bis[2-(4-chloro-3-fluorophenoxy)acetamido]bicyclo[2.2.2]octan-2-yl}oxy)-4-oxobutanoic acid N[C@H](C(=O)O)CC(=O)O[C@@H]1C2(CCC(C1)(CC2)NC(COC2=CC(=C(C=C2)Cl)F)=O)NC(COC2=CC(=C(C=C2)Cl)F)=O